3-(2-Methyl-2H-pyrazolo[4,3-b]pyridin-6-yl)-3-(5-(2-(5,6,7,8-tetrahydro-1,8-naphthyridin-2-yl)ethoxy)-1H-indazol-1-yl)propanoic acid CN1N=C2C(N=CC(=C2)C(CC(=O)O)N2N=CC3=CC(=CC=C23)OCCC2=NC=3NCCCC3C=C2)=C1